C(CC)OCC(COC(C=C)=O)O acrylic acid gamma-propoxy-beta-hydroxypropyl ester